ClC1=CC=C(C=C1)N1C(=NC2=C1C=NC=C2)C2=CN=C(S2)N2CCNCC2 1-{5-[3-(4-Chlorophenyl)-3H-imidazo[4,5-c]pyridin-2-yl]-1,3-thiazol-2-yl}piperazine